CC=1C(=C(C=C(C1)C(F)(F)F)O)C=1N=NC(=CC1)NC[C@@](C(F)(F)F)(C)O (R)-3-Methyl-2-(6-((3,3,3-trifluoro-2-hydroxy-2-methylpropyl)amino)pyridazin-3-yl)-5-(trifluoromethyl)phenol